C(C)(C)(C)OC(=O)N1CC2(C1)CC(C2)N2N=C(C=1C2=NC=NC1N)C1=CC=C(C=C1)OC1=CC=CC=C1 6-(4-amino-3-(4-phenoxyphenyl)-1H-pyrazolo[3,4-d]pyrimidin-1-yl)-2-azaspiro[3.3]heptane-2-carboxylic acid tert-butyl ester